NC(CC(C(=O)O)C)C 4-amino-2-methyl-pentanoic acid